FC=1C=C(C(=O)N[C@@H](CCO[C@@H]2C[C@H](C2)CCC2=NC=3NCCCC3C=C2)C(=O)O)C=CC1 N-(3-fluorobenzoyl)-O-(trans-3-(2-(5,6,7,8-tetrahydro-1,8-naphthyridin-2-yl)ethyl)cyclobutyl)homoserine